ClC1=NC(=CC(=C1)[C@@H]1COC[C@H](N1C(C=C)=O)C)C1=CC=2N(C=C1)C=CN2 1-((3R,5R)-3-(2-chloro-6-(imidazo[1,2-a]pyridin-7-yl)pyridin-4-yl)-5-methylmorpholino)prop-2-en-1-one